BrC=1C=CC2=C(N(C(=N2)NC2=CC=C(C(=O)NO)C=C2)C(C)C)C1 4-(6-bromo-1-isopropyl-1H-benzo[d]imidazol-2-ylamino)-N-hydroxybenzamide